isopropyl-alanine chlorophosphoramidate P(O)(=O)(N)Cl.C(C)(C)N[C@@H](C)C(=O)O